ClC=1C=C(C=CC1)C=1N(N=C2[C@@H](N(CCC21)C(=O)C2=CC1=C(NC(O1)=O)C=C2)C)C (S)-6-(3-(3-Chlorophenyl)-2,7-dimethyl-4,5,6,7-tetrahydro-2H-pyrazolo[3,4-c]pyridine-6-carbonyl)benzo[d]oxazol-2(3H)-one